propanamine fluoride [F-].C(CC)N